Cl.C(C)(C)OC[C@H](N)C1=CC(=CC=C1)C(F)(F)F |r| (±)-2-isopropoxy-1-(3-(trifluoromethyl)phenyl)ethan-1-amine hydrochloride